1-(3-chlorophenyl)-1,2,4-triazole-3-carboxylic acid ClC=1C=C(C=CC1)N1N=C(N=C1)C(=O)O